methyl 2-acetyl-5-bromo-3-fluorobenzoate C(C)(=O)C1=C(C(=O)OC)C=C(C=C1F)Br